C(#C)C=1C=C(C=CC1)S(=O)(=O)OC(C(F)(F)F)C1=CC=C(C=C1)C 2,2,2-trifluoro-1-(p-tolyl)ethyl 3-ethynylbenzenesulfonate